C1(=CC=C(C=C1)C(CCCC)=O)C 1-(p-tolyl)pentane-1-one